OCC=C1C(N(CC1)C(=O)OC(C)(C)C)C(=O)OCC 1-tert-butyl 2-ethyl 3-(2-hydroxy ethylidene)pyrrolidine-1,2-dicarboxylate